Methyl (S)-4'-(3-(1-((5-bromo-1-methyl-1H-imidazol-2-yl)methyl)pyrrolidin-3-yl)-2-oxo-2,3-dihydro-1H-imidazo[4,5-b]pyridin-1-yl)-2'-hydroxy-[1,1'-biphenyl]-4-carboxylate BrC1=CN=C(N1C)CN1C[C@H](CC1)N1C(N(C=2C1=NC=CC2)C2=CC(=C(C=C2)C2=CC=C(C=C2)C(=O)OC)O)=O